CN1N=CC=C1N1N=C(C(=C1C)[N+](=O)[O-])OCCCO 3-((2',5-dimethyl-4-nitro-2'H-[1,3'-bipyrazol]-3-yl)oxy)propan-1-ol